ClC=1C=C(C=C(C1)F)C1=CC(=NC=N1)C(=O)NC=1C=NC(=NC1)O 6-(3-chloro-5-fluorophenyl)-N-(2-hydroxypyrimidin-5-yl)pyrimidine-4-carboxamide